1-(6,7-difluoro-1-methoxyisoquinolin-4-yl)-N-methylethan-1-amine FC=1C=C2C(=CN=C(C2=CC1F)OC)C(C)NC